(5-chloro-2-((1-(2-cyanoethyl)-1H-pyrazol-4-yl)amino)pyrimidin-4-yl)benzoic acid methyl ester COC(C1=C(C=CC=C1)C1=NC(=NC=C1Cl)NC=1C=NN(C1)CCC#N)=O